CN1N=CC=C1C(=O)N 2-methyl-pyrazole-3-carboxamide